L-VALINE N[C@@H](C(C)C)C(=O)O